2-ethyl-2-isopropylpentanoic acid C(C)C(C(=O)O)(CCC)C(C)C